6-(4-(5-Oxo-2-phenyl-5,6-dihydropyrimido[4,5-d]pyridazin-4-ylamino)benzyl)-6-azaspiro[2.5]octan O=C1C2=C(C=NN1)N=C(N=C2NC2=CC=C(CN1CCC3(CC3)CC1)C=C2)C2=CC=CC=C2